N=1C=NN2C1C=C(C=C2)C2=C(C=CC(=N2)C#N)C=2C=NN(C2)CC2(CCCC2)C 6-([1,2,4]triazolo[1,5-a]pyridin-7-yl)-5-(1-((1-methylcyclopentyl)methyl)-1H-pyrazol-4-yl)picolinonitrile